tert-butyl N-[2-[(2-chloro-5-nitro-4-pyridyl)amino]ethyl]carbamate ClC1=NC=C(C(=C1)NCCNC(OC(C)(C)C)=O)[N+](=O)[O-]